FC(C1=NN=C(O1)C1=CC=C(C=C1)C#CCNC(=O)C1=CC=C(C=C1)NC(OC(C)(C)C)=O)F tert-butyl (4-((3-(4-(5-(difluoromethyl)-1,3,4-oxadiazol-2-yl)phenyl)prop-2-yn-1-yl)carbamoyl)phenyl)carbamate